rel-(2R,3S,4S,5R)-4-[[3-[2-methoxy-3-(trifluoromethyl)phenyl]-4,5-dimethyl-5-(trifluoromethyl)tetrahydrofuran-2-carbonyl]amino]pyridine-2-carboxamide COC1=C(C=CC=C1C(F)(F)F)[C@H]1[C@@H](O[C@]([C@H]1C)(C(F)(F)F)C)C(=O)NC1=CC(=NC=C1)C(=O)N |o1:12,13,15,16|